methyl 2-(9-(((trifluoromethyl)sulfonyl)oxy)-6,7-dihydro-5H-benzo[7]annulen-3-yl)acetate FC(S(=O)(=O)OC1=CCCCC2=C1C=CC(=C2)CC(=O)OC)(F)F